N1N=CC2=C(C=CC=C12)C(=O)N1CC2=C(CCC1)N(N=C2)C 1H-Indazol-4-yl(4,6,7,8-tetrahydro-1-methylpyrazolo[4,3-c]azepin-5(1H)-yl)methanone